cyclopropyl(7-fluoro-5-(5-methylisoxazol-4-yl)-6,7-dihydro-5H-pyrrolo[1,2-b][1,2,4]triazol-2-yl)methanone C1(CC1)C(=O)C=1N=C2N(N1)C(CC2F)C=2C=NOC2C